(S)-2-(2-(3-chloropyridin-2-yl)-2-methylpropanamido)-4-(((S)-3-fluoro-2-methoxypropyl)(4-(5,6,7,8-tetrahydro-1,8-naphthyridin-2-yl)butyl)amino)butanoic acid ClC=1C(=NC=CC1)C(C(=O)N[C@H](C(=O)O)CCN(CCCCC1=NC=2NCCCC2C=C1)C[C@@H](CF)OC)(C)C